C[Si](C#CC=1C=NNC1)(C)C trimethyl-[2-(1H-pyrazol-4-yl)ethynyl]silane